C(CCCCCCCCCCCCCCCCC)(=O)OCCCCCCCCCCCCCCCCCCCC eicosanyl stearate